(1,6-hexanediyl)bis(erucamide) C(CCCCCCCCCCCCC\C=C/CCCCCCCCCCCC(=O)N)CCCCCCCC\C=C/CCCCCCCCCCCC(=O)N